tert-butyl 2-[4-[6-[(2,6-dioxo-3-piperidyl)amino]-3-pyridyl]-1-piperidyl]acetate O=C1NC(CCC1NC1=CC=C(C=N1)C1CCN(CC1)CC(=O)OC(C)(C)C)=O